[Si](C)(C)(C(C)(C)C)OC(=O)[C@H]1N(CC[C@H]1O[Si](C)(C)C(C)(C)C)C(=O)OC(C)(C)C (2S,3R)-3-((tert-butyldimethylsilyl)oxy)-pyrrolidine-1,2-dicarboxylic acid 1-(tert-butyl) ester 2-(tert-butyldimethylsilyl) ester